COC=1C(=C(C=C(C1)C)O)C1=C2C(=C(N=N1)N[C@H]1CN(CCC1)C)C=NC=C2 3-methoxy-5-methyl-2-(4-{[(3R)-1-methylpiperidin-3-yl]amino}pyrido[3,4-d]pyridazin-1-yl)phenol